2,2-dipropyl-1,3-dimethoxypropane C(CC)C(COC)(COC)CCC